3,5-Dibromopyridin-4-amine BrC=1C=NC=C(C1N)Br